C(C)N(S(=O)(=O)NC=1C(=C(C(=O)C2=CNC3=NC=C(C=C32)C3=CC(=C(C=C3)N3CCNCC3)F)C(=CC1)F)F)C 3-[3-[[ethyl(methyl)sulfamoyl]amino]-2,6-difluoro-benzoyl]-5-(3-fluoro-4-piperazin-1-yl-phenyl)-1H-pyrrolo[2,3-b]pyridine